2-Amino-4-(3-((1R,4R,5S)-5-(dimethylamino)-2-azabicyclo[2.1.1]hexan-2-yl)-5-fluoro-7,9-dihydrofuro[3,4-f]quinazolin-6-yl)-7-fluorothieno[3,2-c]pyridine-3-carbonitrile NC1=C(C=2C(=NC=C(C2S1)F)C=1C2=C(C=3C=NC(=NC3C1F)N1[C@H]3[C@H]([C@@H](C1)C3)N(C)C)COC2)C#N